ClC1=C(C=NN(C1=O)C)N[C@@H]1C[C@@H](CN(C1)C)C1=CC=C(C=C1)CN1CCC(CC1)C=1C=C2CN(C(C2=CC1)=O)C1C(NC(CC1)=O)=O 3-[5-[1-[[4-[(3R,5R)-5-[(5-chloro-1-methyl-6-oxo-pyridazin-4-yl)amino]-1-methyl-3-piperidyl]phenyl]methyl]-4-piperidyl]-1-oxo-isoindolin-2-yl]piperidine-2,6-dione